tert-butyl 4-(6-(cyclopropylmethoxy)-5-(pyrazolo[1,5-a]pyrimidin-3-ylcarbamoyl)-2H-indazol-2-yl)piperidine-1-carboxylate C1(CC1)COC=1C(=CC2=CN(N=C2C1)C1CCN(CC1)C(=O)OC(C)(C)C)C(NC=1C=NN2C1N=CC=C2)=O